2-((4-amino-3-(1H-pyrazol-4-yl)-1H-pyrazolo[3,4-d]pyrimidin-1-yl)methyl)-6-fluoro-3-phenyl-4H-chromen-4-one NC1=C2C(=NC=N1)N(N=C2C=2C=NNC2)CC=2OC1=CC=C(C=C1C(C2C2=CC=CC=C2)=O)F